2-(2-(2-(3-(2-hydroxypropan-2-yl)-5-sulfamoylphenethoxy)pyridin-4-yl)-6-isopropylphenyl)acetic acid OC(C)(C)C=1C=C(CCOC2=NC=CC(=C2)C2=C(C(=CC=C2)C(C)C)CC(=O)O)C=C(C1)S(N)(=O)=O